(2S)-2-cyclohexyl-2-{[5-(2,6-dimethoxyphenyl)-1-(2-methylpropyl)-1H-pyrazol-3-yl]formamido}acetic acid C1(CCCCC1)[C@@H](C(=O)O)NC(=O)C1=NN(C(=C1)C1=C(C=CC=C1OC)OC)CC(C)C